4-(5-Hydroxy-[2,4']bipyridinyl-6-yl)-4-oxo-butyric acid ethyl ester C(C)OC(CCC(=O)C1=C(C=CC(=N1)C1=CC=NC=C1)O)=O